2-methoxyethyl (1S,2R,5R)-3-((4-(benzo[d]oxazol-2-yloxy)-3-fluorophenyl)-sulfonyl)-2-(hydroxycarbamoyl)-3,8-diazabicyclo[3.2.1]octane-8-carboxylate O1C(=NC2=C1C=CC=C2)OC2=C(C=C(C=C2)S(=O)(=O)N2[C@H]([C@@H]1CC[C@H](C2)N1C(=O)OCCOC)C(NO)=O)F